aminomethyl-phenyl-silicon borate B([O-])([O-])[O-].NC[Si+2]C1=CC=CC=C1.B([O-])([O-])[O-].NC[Si+2]C1=CC=CC=C1.NC[Si+2]C1=CC=CC=C1